tert-butyl (R)-5-((2-hydroxy-1-phenylethyl) amino)-3,3-dimethyl-5-oxopentanoate OC[C@@H](C1=CC=CC=C1)NC(CC(CC(=O)OC(C)(C)C)(C)C)=O